tert-Butyl N-[(1S)-1-[3-(5,5-dimethyl-1,3,2-dioxaborinan-2-yl)phenyl]but-3-en-1-yl]carbamate CC1(COB(OC1)C=1C=C(C=CC1)[C@H](CC=C)NC(OC(C)(C)C)=O)C